(R)-6-(1-(2-(dimethylamino)propyl)-5-methyl-1H-pyrazol-4-yl)-4-((3-fluoropyridin-2-yl)thio)pyrazolo[1,5-a]pyridine-3-carbonitrile CN([C@@H](CN1N=CC(=C1C)C=1C=C(C=2N(C1)N=CC2C#N)SC2=NC=CC=C2F)C)C